CNCC(C1=CC=CC=C1)O The molecule is an alkaloid that is ethanolamine having the phenyl group at the 1-position and a methyl group attached to the nitrogen. It has been isolated from Halostachys caspica. It has a role as a human metabolite and a plant metabolite. It is an alkaloid and a member of phenylethanolamines. It is a conjugate base of a N-methylphenylethanolaminium.